CN1N=CC(=C1C1=CC=2N(C=C1)N=C(C2)NC(=O)C2CC2)OC[C@@H]2NCCC2 (R)-N-(5-(1-methyl-4-(pyrrolidin-2-ylmethoxy)-1H-pyrazol-5-yl)pyrazolo[1,5-a]pyridin-2-yl)cyclopropanecarboxamide